di-(methyl salicylate) carbonate C(O)(O)=O.COC=1C(C(=O)O)=CC=CC1.COC=1C(C(=O)O)=CC=CC1